CC(=O)N[C@@H]1[C@H](C[C@@](O[C@H]1[C@@H]([C@@H](CO)O)O)(C(=O)O)O)O The molecule is n-Acetylneuraminic acid with alpha configuration at the anomeric centre. It has a role as an epitope. It derives from an alpha-neuraminic acid. It is a conjugate acid of a N-acetyl-alpha-neuraminate.